C(#C)C1(C(CN(CC1)CC1=NC2=CC=CC=C2C(=N1)C)O)OC 4-Ethynyl-4-methoxy-1-((4-methylquinazolin-2-yl)methyl)piperidin-3-ol